FC1=CC=CC(=N1)CC=1C=NN(C1)C(=O)N[C@@H]1C(N(C2=C(OC1)C=CC(=C2)C#CC2(CCOCC2)O)C)=O (S)-4-((6-Fluoropyridin-2-yl)methyl)-N-(7-((4-hydroxytetrahydro-2H-pyran-4-yl)ethynyl)-5-methyl-4-oxo-2,3,4,5-tetrahydrobenzo[b][1,4]oxazepin-3-yl)-1H-pyrazol-1-carboxamid